1-(4-((4-(3-(2-(chloro)phenyl)-3-oxoprop-1-en-1-yl)phenyl)thio)phenyl)octan-1-one ClC1=C(C=CC=C1)C(C=CC1=CC=C(C=C1)SC1=CC=C(C=C1)C(CCCCCCC)=O)=O